FC1(CCN(CC1)C1=NC(=CC(=N1)NC(=O)C1=C(C=C(C=C1)Br)C1=CCC2(CC2)CC1)C)F N-[2-(4,4-difluoropiperidinyl)-6-methylpyrimidin-4-yl](4-bromo-2-spiro[2.5]oct-5-en-6-ylphenyl)carboxamide